C(C1=CC=CC=C1)OC1=CC=C2CCN(C(C2=C1)C)C(=O)C=1C=NC(=CC1)OC 7-(Benzyloxy)-2-(6-methoxypyridine-3-carbonyl)-1-methyl-1,2,3,4-tetrahydroisoquinoline